BrC=1SC2=C(N1)C(=C(C(=C2)OC)C)C 2-bromo-6-methoxy-4,5-dimethylbenzo[d]thiazole